s-Butylperoxydicarbonate C(C)(CC)OC(=O)OOC(=O)[O-]